Diethyl {[(1-{3-[3-(decyloxy)phenyl]propanoyl}azetidin-3-yl)oxy]methyl}phosphonate C(CCCCCCCCC)OC=1C=C(C=CC1)CCC(=O)N1CC(C1)OCP(OCC)(OCC)=O